C1(CC(CC(C1)CN)CN)CN 1,3,5-Cyclohexanetriyltrimethanamine